2-bromo-1-chloro-4-(trifluoromethyl)benzene BrC1=C(C=CC(=C1)C(F)(F)F)Cl